ClC(C1=CC(=NC=2N1N=C(C2)C(=O)NCCCCCCCCCCNC=2C=C1C(N(C(C1=CC2)=O)C2C(NC(CC2)=O)=O)=O)C=2SC=CC2)(F)F 7-(chlorodifluoromethyl)-N-(10-{[2-(2,6-dioxohexahydropyridin-3-yl)-1,3-dioxo-2,3-dihydro-1H-isoindol-5-yl]amino}decyl)-5-(thiophen-2-yl)pyrazolo[1,5-a]pyrimidine-2-carboxamide